ethyl (S)-2-(3-((tert-butoxycarbonyl)amino)pyrrolidin-1-yl)oxazole-4-carboxylate C(C)(C)(C)OC(=O)N[C@@H]1CN(CC1)C=1OC=C(N1)C(=O)OCC